OC=1C(=NC=CC1OC)C(=O)N[C@H](C(=O)OC(C)C1(CCC1)C1=CC=C(C=C1)Cl)C 1-[1-(4-chlorophenyl)cyclobutyl]ethyl (2S)-2-[(3-hydroxy-4-methoxy-pyridine-2-carbonyl) amino]propanoate